C(C)(C)(C)OC(=O)N1C=CC2=C(C(=CC(=C12)C)OC)O[C@@H]1[C@H](CN(CC1)C(=O)OC(C)(C)C)C1=CC=C(C=C1)C(=O)OC |r| (±)-rel-(3S,4S)-4-((1-(tert-butyloxycarbonyl)-3-(4-(methoxycarbonyl)phenyl)piperidin-4-yl)oxy)-5-methoxy-7-methyl-1H-indole-1-carboxylic acid tert-butyl ester